BrC1=CC=C(C=C1)[C@@H](C(F)(F)F)NCCC1(CCOCC1)C(=O)OC methyl (S)-4-(2-((1-(4-bromophenyl)-2,2,2-trifluoroethyl)amino)ethyl)tetrahydro-2H-pyran-4-carboxylate